rac-benzyl ((2S,3S,4R)-6-bromo-2-ethyl-3-methyl-1,2,3,4-tetrahydroquinolin-4-yl)carbamate BrC=1C=C2[C@@H]([C@H]([C@@H](NC2=CC1)CC)C)NC(OCC1=CC=CC=C1)=O |r|